COC(=O)C1(CCCCC1)OC1=NC=CC=C1 trans-(Pyridin-2-yloxy)-cyclohexanecarboxylic acid methyl ester